4-(3,3,3-trifluoro-2,2-dimethyl-propanoyl)-3,5-dihydro-2H-pyrido[3,4-f][1,4]oxazepine-9-carbonitrile FC(C(C(=O)N1CCOC2=C(C1)C=NC=C2C#N)(C)C)(F)F